acrylic acid-2-ethyl ester CCOC(C=C)=O